CC1CCC=2N=CC=NC21 5-methyl-6,7-dihydro-5H-cyclopentapyrazine